4,4-Dimethyl-6-(2-((3-((methylsulfonyl)methyl)phenyl)amino)pyrimidin-4-yl)-3,4-dihydroisoQuinolin CC1(CN=CC2=CC=C(C=C12)C1=NC(=NC=C1)NC1=CC(=CC=C1)CS(=O)(=O)C)C